BrC=1C(=NN(C1CC)C)C(CC)O (4-bromo-5-ethyl-1-methyl-1H-pyrazol-3-yl)propan-1-ol